O=[N+]([O-])OCC(CO)O[N+](=O)[O-] 1,2-Glyceryl dinitrate